O1COC2=C1C=CC=C2CN (1,3-Benzodioxol-4-yl)methylamine